3-(5-(3-(5-(6-amino-1-phenylhexyl)-1H-imidazol-2-yl)-4-fluorophenoxy)-6-fluoro-1H-indol-4-yl)propanoic acid NCCCCCC(C1=CC=CC=C1)C1=CN=C(N1)C=1C=C(OC=2C(=C3C=CNC3=CC2F)CCC(=O)O)C=CC1F